trans-4-(((trans-4-(6-Cyano-5-methoxy-pyridin-2-yl)cyclohexyl)methyl)(4-(1-isopropyl-1H-pyrazol-4-yl)pyridin-2-yl)carbamoyl)-cyclohexyl iso-propylcarbamate C(C)(C)NC(O[C@@H]1CC[C@H](CC1)C(N(C1=NC=CC(=C1)C=1C=NN(C1)C(C)C)C[C@@H]1CC[C@H](CC1)C1=NC(=C(C=C1)OC)C#N)=O)=O